6-[5-(2-Hydroxyethyl)-2-oxo-1,3-oxazol-3-yl]-4-(2-trimethylsilylethoxymethyl)pyrazino[2,3-b][1,4]oxazin-3-one OCCC1=CN(C(O1)=O)C1=NC2=C(OCC(N2COCC[Si](C)(C)C)=O)N=C1